C(C)(C)C1=C(C=CC=C1)C(C)=O 1-(2-isopropylphenyl)ethan-1-one